CN1CCC(CC1)C=1C=C2C(=CC=NC2=CN1)OC=1C=CC(=NC1)N 5-[[6-(1-methyl-4-piperidyl)-1,7-naphthyridin-4-yl]oxy]pyridin-2-amine